O=C1NC(CCC1N1C(C2=CC=C(C=C2C1)CN1C[C@@H](CCC1)C1=CC=C(C=C1)N1N=C2C(=CC=CC2=C1)C(=O)N)=O)=O 2-(4-((3S)-1-((2-(2,6-dioxopiperidin-3-yl)-1-oxoisoindolin-5-yl)methyl)piperidin-3-yl)phenyl)-2H-indazole-7-carboxamide